C(C1=CC=CC=C1)O[C@@H]1[C@H]([C@H](O)O[C@H]([C@@H]1OC)CO[Si](C1=CC=CC=C1)(C1=CC=CC=C1)C(C)(C)C)NC(C(Cl)(Cl)Cl)=O 3-O-Benzyl-6-O-tert-butyldiphenylsilyl-2-deoxy-4-O-methyl-2-trichloroacetamido-α-L-altropyranose